C(#N)CN1N=C(C=C1C=1N=C(N(C1)C)C1=NC(=CC2=C1C=NN2C)C(=O)N)C 4-{4-[1-(cyanomethyl)-3-methyl-1H-pyrazol-5-yl]-1-methyl-1H-imidazol-2-yl}-1-methyl-1H-pyrazolo[4,3-c]pyridine-6-carboxamide